ClC1=CC=C(C=C1)NC(=O)N1CC=2C=CC(=NC2CC1)OCC1=C(N=NN1C1=CC=C(C=C1)F)C N-(4-chlorophenyl)-2-{[1-(4-fluorophenyl)-4-methyl-1H-1,2,3-triazol-5-yl]methoxy}-5,6,7,8-tetrahydro-1,6-naphthyridine-6-carboxamide